exo-7-Ethyl-5-methyl-6,8-dioxabicyclo[3.2.1]octane CCC1C2CCCC(O2)(O1)C